CCC(CC)NC(=O)C1=CN=C(O1)C=1C=C(C=CC1)C1=CC(=NN1)C(=O)N[C@@H](CC(C)C)C(=O)OC methyl (5-(3-(5-(pentane-3-ylcarbamoyl) oxazol-2-yl) phenyl)-1H-pyrazole-3-carbonyl)-L-leucineate